C(C(=C)C)(=O)OC(C)NC(=O)OCC 1-methacryloyloxyethylurethane